C(CCCCCCC)P(CCP(CCCCCCCC)CCCCCCCC)CCCCCCCC 1,2-bis(dioctylphosphino)ethane